CNC(=O)C1=CC=C(C=C1)C=1N=C2SC3=C(N2C1)C=CC(=C3)C(=O)N[C@@H]3CN(CC3)C(=O)OC(C)(C)C tert-butyl (S)-3-(2-(4-(methylcarbamoyl)phenyl)benzo[d]imidazo[2,1-b]thiazole-7-carboxamido)pyrrolidine-1-carboxylate